dithio-succinic acid C(CCC(=S)O)(=S)O